6-[4-[(3aS,6aS)-5-methyl-2,3,3a,4,6,6a-hexahydropyrrolo[2,3-c]pyrrol-1-yl]-5,6-difluoro-8-(methylamino)-9H-pyrido[2,3-b]indol-3-yl]-1-methyl-4-oxo-1,8-naphthyridine-3-carboxylic acid CN1C[C@@H]2[C@H](C1)CCN2C2=C(C=NC=1NC3=C(C=C(C(=C3C12)F)F)NC)C=1C=C2C(C(=CN(C2=NC1)C)C(=O)O)=O